CN1C=C(C=CC1=O)C1=CC=C2CC3(C(NC2=C1)=O)CN(CC3)C#N 7'-(1-methyl-6-oxo-1,6-dihydropyridin-3-yl)-2'-oxo-1',4'-dihydro-2'H-spiro[pyrrolidine-3,3'-quinoline]-1-carbonitrile